tert-butyl (E)-(3-(5-(prop-1-en-1-yl)pyridin-2-yl)bicyclo[1.1.1]pentan-1-yl)carbamate C(=C\C)/C=1C=CC(=NC1)C12CC(C1)(C2)NC(OC(C)(C)C)=O